C(C)(C)(C)OC(NC1CC2(C1)CC(C2)NC(=O)NCC2=CC=C(C=C2)CO)=O (6-(3-(4-(hydroxymethyl)benzyl)ureido)spiro[3.3]hept-2-yl)carbamic acid tert-butyl ester